ethyl 3-(difluoromethyl)-1-(4-fluorophenyl)-1H-pyrazole-4-carboxylate FC(C1=NN(C=C1C(=O)OCC)C1=CC=C(C=C1)F)F